4-((2-isopropyl-5,6,7,8-tetrahydroquinazolin-4-yl)amino)-N-(4-(piperazin-1-yl)phenyl)-1H-pyrazole-3-carboxamide C(C)(C)C1=NC=2CCCCC2C(=N1)NC=1C(=NNC1)C(=O)NC1=CC=C(C=C1)N1CCNCC1